Br.BrCC1=CC=C(CN)C=C1 4-(bromomethyl)benzylamine Hydrobromide